C(C)(=O)NC1=CC=C(C=C1)C1=CN=C2N1C=C(N=C2)C(=O)N(C)C2=CC=C(C=C2)Cl 3-(4-acetamidophenyl)-N-(4-chlorophenyl)-N-methyl-imidazo[1,2-a]pyrazine-6-carboxamide